CN1C(=NN=C1)CC1(COC1)C1=CC=C2CN(C(C2=C1)=O)C1=NC(=CC(=C1)C=1C=NN(C1)COCC[Si](C)(C)C)C(F)(F)F 6-(3-((4-methyl-4H-1,2,4-triazol-3-yl)methyl)oxetan-3-yl)-2-(6-(trifluoromethyl)-4-(1-((2-(trimethylsilyl)ethoxy)methyl)-1H-pyrazol-4-yl)pyridin-2-yl)isoindolin-1-one